(phenylmethyloxy)-8-fluoro-4-oxo-1,4-dihydroquinoline-2-carboxylic acid methyl ester COC(=O)C=1N(C2=C(C=CC=C2C(C1)=O)F)OCC1=CC=CC=C1